potassium (2R,5S,13aR)-7,9-dioxo-10-((2,4,6-trifluorobenzyl)carbamoyl)-2,3,4,5,7,9,13,13a-octahydro-2,5-methanopyrido[1',2':4,5]pyrazino[2,1-b][1,3]oxazepin-8-olate O=C1C=2N(C[C@H]3O[C@@H]4CC[C@H](N31)C4)C=C(C(C2[O-])=O)C(NCC2=C(C=C(C=C2F)F)F)=O.[K+]